C(C)OC1=C(C=NC2=CC=C(N=C12)C(F)(F)F)C(=O)OCC ethyl 4-ethoxy-6-(trifluoromethyl)-1,5-naphthyridine-3-carboxylate